Tetrachlorohexane ClC(C(Cl)(Cl)Cl)CCCC